(S)-7-(4-(5-fluoro-2-methoxyphenyl)piperidin-1-yl)-5-oxa-2-azaspiro[3.4]Octane FC=1C=CC(=C(C1)C1CCN(CC1)[C@@H]1COC2(CNC2)C1)OC